CCCCCCC(C)C isononan